nickel-cobalt-gold [Au].[Co].[Ni]